methyl 4-[3-(4-methoxy-anilino)imidazo[1,2-a]pyrazin-2-yl]benzoate COC1=CC=C(NC2=C(N=C3N2C=CN=C3)C3=CC=C(C(=O)OC)C=C3)C=C1